OC=1C=CC(=C2C=CC=NC12)CN(C(OC(C)(C)C)=O)C tert-butyl N-((8-hydroxyquinolin-5-yl) methyl)-N-methylcarbamate